(R)-N-cyclopropyl-6-(4-(4-fluoropyrazolo[1,5-a]pyridin-2-yl)-1,4,6,7-tetrahydro-5H-imidazo[4,5-c]pyridin-5-yl)nicotinamide C1(CC1)NC(C1=CN=C(C=C1)N1[C@H](C2=C(CC1)NC=N2)C2=NN1C(C(=CC=C1)F)=C2)=O